(5aR,5bS,7aS,8S,10aS,10bR)-5a,7a-dimethyl-2-(phenethylamino)-5,5a,5b,6,7,7a,8,9,10,10a,10b,11-dodecahydro-4H-cyclopenta[7,8]phenanthro[2,1-d]thiazol-8-ol C[C@@]12CCC=3N=C(SC3C2=CC[C@H]2[C@H]3[C@](CC[C@H]12)([C@H](CC3)O)C)NCCC3=CC=CC=C3